5-chloro-N-(1-methylpiperidin-4-yl)-2-phenyl-1H-indol-7-amine ClC=1C=C2C=C(NC2=C(C1)NC1CCN(CC1)C)C1=CC=CC=C1